C1(=CC=CC=C1)C1=CC(=NC=C1)\C=C/1\C(NC(S1)=O)=O (Z)-5-((4-phenylpyridin-2-yl)methylene)thiazolidin-2,4-dione